3-(2,3,4-trifluorophenoxy)cyclobutyl 6-oxo-7-oxa-2,5-diazaspiro[3.4]octane-2-carboxylate O=C1NC2(CN(C2)C(=O)OC2CC(C2)OC2=C(C(=C(C=C2)F)F)F)CO1